C1(CC1)C1C/C(/C=2NC(=C(C21)C(=O)NCCN(CC)CC)C)=C\2/C(NC1=CC=C(C=C21)F)=O (Z)-4-cyclopropyl-N-(2-(diethylamino)ethyl)-6-(5-fluoro-2-oxoindolin-3-ylidene)-2-methyl-1,4,5,6-tetrahydrocyclopenta[b]pyrrole-3-carboxamide